18-hydroxyeicosatetraenoic acid CCC(CC/C=C\C/C=C\C/C=C\C/C=C\CCCC(=O)O)O